dibutyltin bis(isopropoxide) CC([O-])C.CC([O-])C.C(CCC)[Sn+2]CCCC